1,1,1,3,3,3-hexafluoro-propan-2-yl (±)-1-((6-acetamido-pyridin-3-yl)-carbamoyl)-6-azaspiro[2.5]-octane-6-carboxylate C(C)(=O)NC1=CC=C(C=N1)NC(=O)[C@@H]1CC12CCN(CC2)C(=O)OC(C(F)(F)F)C(F)(F)F |r|